The molecule is a D-glucosamine whose structure comprises D-glucopyranose having an amino substituent at position 2. It has a role as an Escherichia coli metabolite and a mouse metabolite. It derives from a D-glucopyranose. It is a conjugate base of a 2-ammonio-2-deoxy-D-glucopyranose. C([C@@H]1[C@H]([C@@H]([C@H](C(O1)O)N)O)O)O